6-(2-fluoro-4-(1-methyl-1H-1,2,3-triazol-4-yl)benzyl)-4,5-dimethyl-2-(tetrahydrofuran-2-ylmethyl)isoindolin-1-one FC1=C(CC2=C(C(=C3CN(C(C3=C2)=O)CC2OCCC2)C)C)C=CC(=C1)C=1N=NN(C1)C